O1[C@H](COC2=C1C=CC=C2)C2=CC=C(CN1CCC(CC1)O)C=C2 1-{4-[(2S)-2,3-dihydro-1,4-benzodioxin-2-yl]benzyl}piperidin-4-ol